diethyl-1,3-bis(acrylamido)-propane C(C)C(CNC(C=C)=O)(CNC(C=C)=O)CC